COC1=C2C(=NC=C1)NC=C2C2=NC(=NC=C2)N 4-(4-methoxy-1H-pyrrolo[2,3-b]pyridin-3-yl)pyrimidin-2-amine